2-(2,6-difluorobenzoylamino)-3-(8-(4-(ethoxymethyl)-2,6-dimethoxyphenyl)-2-(trifluoromethyl)quinolin-5-yl)propionic acid FC1=C(C(=O)NC(C(=O)O)CC2=C3C=CC(=NC3=C(C=C2)C2=C(C=C(C=C2OC)COCC)OC)C(F)(F)F)C(=CC=C1)F